(R)-3-((R)-2-(4-fluoro-3-methylbenzamido)-2-(3-fluoro-4-phosphonophenyl)acetamido)-2-hydroxy-3,4-dihydro-2H-benzo[e][1,2]oxaborinine-8-carboxylic acid FC1=C(C=C(C(=O)N[C@@H](C(=O)N[C@@H]2B(OC3=C(C2)C=CC=C3C(=O)O)O)C3=CC(=C(C=C3)P(=O)(O)O)F)C=C1)C